6-methyl-N-(1-methylcyclopropyl)-5-{4-[(1-methylcyclopropyl)amino]-5h,6h,7h,8h-pyrido[3,4-d]pyrimidine-7-carbonyl}furo[2,3-d]pyrimidin-4-amine CC1=C(C2=C(N=CN=C2NC2(CC2)C)O1)C(=O)N1CC=2N=CN=C(C2CC1)NC1(CC1)C